2-Methyl-5,6,7,8-tetrahydroquinoxalin CC1=NC=2CCCCC2N=C1